[Si](C)(C)(C(C)(C)C)OCCC([C@@H](C(=O)N1[C@@H](C[C@H](C1)O)C(N[C@@H](C)C1=CC=C(C=C1)C#C)=O)NC(OC(C)(C)C)=O)(C)C tert-butyl N-[(1S)-4-[tert-butyl(dimethyl)silyl]oxy-1-[(2S,4R)-2-[[(1S)-1-(4-ethynylphenyl)ethyl]carbamoyl]-4-hydroxy-pyrrolidine-1-carbonyl]-2,2-dimethyl-butyl]carbamate